1-[3-(2-chloro-6-methyl-4-pyridinyl)-2-(3-cyanophenyl)pyrazolo[1,5-a]pyrimidin-5-yl]-3-[(3S)-pyrrolidin-3-yl]urea ClC1=NC(=CC(=C1)C=1C(=NN2C1N=C(C=C2)NC(=O)N[C@@H]2CNCC2)C2=CC(=CC=C2)C#N)C